2-Methoxy-4-pentadecylbenzyl 4-bromobutanoate BrCCCC(=O)OCC1=C(C=C(C=C1)CCCCCCCCCCCCCCC)OC